C(C)(C)OC=1C=C(CN2CCC(CC2)C=2C=C3CN(C(C3=CC2)=O)C2C(NC(CC2)=O)=O)C=CC1 3-(5-(1-(3-isopropoxybenzyl)piperidin-4-yl)-1-oxoisoindolin-2-yl)piperidine-2,6-dione